C1(CC1)C1=NOC=C1C1=NC(=NO1)[C@@H]1CC12CCN(CC2)S(=O)(=O)N (1R)-1-[5-(3-Cyclopropylisoxazol-4-yl)-1,2,4-oxadiazol-3-yl]-6-azaspiro[2.5]octan-6-sulfonamid